6-(methylthio)-3,5-diphenyl-3,5-dihydroimidazolo[4,5-c][1,2]thiazin-4(1H)-one 2,2-dioxide CSC=1N(C2=C(NS(C(C2=O)C2=CC=CC=C2)(=O)=O)N1)C1=CC=CC=C1